4-((PHENYLETHYNYL)sulfonyl)-1,1'-biphenyl C1(=CC=CC=C1)C#CS(=O)(=O)C1=CC=C(C=C1)C1=CC=CC=C1